Chloropiperazine ClN1CCNCC1